5-(5-(1-(2-amino-2-methylpropionyl)piperidin-4-yl)-3-isopropyl-1H-indol-2-yl)-1,3-dimethylpyridin-2(1H)-one NC(C(=O)N1CCC(CC1)C=1C=C2C(=C(NC2=CC1)C=1C=C(C(N(C1)C)=O)C)C(C)C)(C)C